5-pentylbenzene-1,3-diol C(CCCC)C=1C=C(C=C(C1)O)O